CC1(CC1)NS(=O)(=O)C1=CC(=C2C=CC(=CC2=C1)NC(C=C)=O)N1CCC2(COC2)CC1 N-(7-(N-(1-methylcyclopropyl)sulfamoyl)-5-(2-oxa-7-azaspiro[3.5]nonan-7-yl)naphthalen-2-yl)acrylamide